ClC=1C(=C(C=C(C1)Cl)\C(\C)=N\S(=O)C(C)(C)C)F (E)-N-(1-(3,5-dichloro-2-fluorophenyl)ethylidene)-2-methylpropane-2-sulfinamide